COCCNC(C1=CC(=C(C=C1)NC)[N+](=O)[O-])=O N-(2-methoxyethyl)-4-(methylamino)-3-nitrobenzamide